(tris(isopropyl)ethyl-methyl-amino)tin C(C)(C)C(N(CC)[Sn])(C(C)C)C(C)C